COC=1C=C(C2=C(NC=N2)C1)C=1CCN(CC1)C 6-methoxy-4-(1-methyl-1,2,3,6-tetrahydropyridin-4-yl)-1H-benzo[d]Imidazole